ClC1=CC=C(CCN[C@H](C(=O)NC2=CC=C(C=C2)C=2NC(=CN2)C)C2=CC=CC=C2)C=C1 |r| (S)- and (R)-2-((4-Chlorophenethyl)amino)-N-(4-(5-methyl-1H-imidazol-2-yl)phenyl)-2-phenylacetamide